Methyl 5-amino-3-cyano-4-(3-methoxy-2-methylphenyl)-1-methyl-1H-pyrrolo[2,3-b]pyridine-6-carboxylate NC=1C(=C2C(=NC1C(=O)OC)N(C=C2C#N)C)C2=C(C(=CC=C2)OC)C